(3R,6S,9aS)-3,6-diisobutyl-8-(1-methylpiperidin-4-yl)-1-((E)-3-(pyridin-2-yl)acryloyl)tetrahydropyrazino[2,1-c][1,2,4]oxadiazine-4,7(3H,6H)-dione C(C(C)C)[C@@H]1C(N2[C@@H](N(O1)C(\C=C\C1=NC=CC=C1)=O)CN(C([C@@H]2CC(C)C)=O)C2CCN(CC2)C)=O